Ethyl 2-[[4-[[[4-(methoxycarbonyl) phenyl] methyl] amino]-6-(1-piperazinyl)-2-pyrimidinyl] amino]-4-methyl-5-thiazolecarboxylate COC(=O)C1=CC=C(C=C1)CNC1=NC(=NC(=C1)N1CCNCC1)NC=1SC(=C(N1)C)C(=O)OCC